p-tertiary butyl-phenol C(C)(C)(C)C1=CC=C(C=C1)O